3-(4-hydroxy-3,5-dimethylphenyl)-N-(4-phenoxybenzyl)-1,2,4-oxadiazole-5-carboxamide OC1=C(C=C(C=C1C)C1=NOC(=N1)C(=O)NCC1=CC=C(C=C1)OC1=CC=CC=C1)C